OCC1=CN=C2C3=C(C(NC2=C1)=O)CCC3 3-(hydroxymethyl)-5,7,8,9-tetrahydro-6H-cyclopenta[c][1,5]naphthyridin-6-one